NC1=NC=2C=CC(=CC2C2=C1C=NN2C)C(=O)N(N(C)C(=O)C21CC(C2)C1)CC=1N=NC(=CC1)C(F)(F)F 4-amino-N'-(bicyclo[1.1.1]pentane-1-carbonyl)-N',1-dimethyl-N-((6-(trifluoromethyl)pyridazin-3-yl)methyl)-1H-pyrazolo[4,3-c]quinoline-8-carbohydrazide